C(CCC)OC(=O)N1[C@H]([C@](CCC1)([N+](=O)[O-])COCCC(=O)OC)CO[C@@H]1CC[C@@H](CC1)C1=CC=CC=C1 |o1:8,9| butyl-rel-(2R,3S)-3-[(3-methoxy-3-oxopropoxy)methyl]-3-nitro-2-({[(CIS)-4-phenylcyclohexyl]oxy} methyl)piperidine-1-carboxylate